NCCNCCC[Si](OCC)(OCC)C N-(beta-aminoethyl)aminopropylmethyldiethoxysilane